2-chloro-N-(1-cyanocyclopropyl)-5-[[5-(3,5-dichlorophenyl)-5-(trifluoromethyl)-4H-isoxazol-3-yl]sulfanyl]benzamide ClC1=C(C(=O)NC2(CC2)C#N)C=C(C=C1)SC1=NOC(C1)(C(F)(F)F)C1=CC(=CC(=C1)Cl)Cl